C(C1=CC=CC=C1)OCCCOCCNC=1C(=C(C(=CC1)Br)C)N N1-{2-[3-(benzyloxy)propoxy]ethyl}-4-bromo-3-methylbenzene-1,2-diamine